(S)-2-Bromo-6-(3-methoxytetrahydrofuran-3-yl)-4-(oxetan-3-ylmethoxy)pyridine BrC1=NC(=CC(=C1)OCC1COC1)[C@@]1(COCC1)OC